FC=1C=C(CC2=CC(=NC=C2)N2N=C(C=C2)C(=O)N)C=C(C1)C(F)(F)F 1-(4-(3-fluoro-5-(trifluoromethyl)benzyl)pyridin-2-yl)-1H-pyrazole-3-carboxamide